5-(2-fluorophenyl)-1H-pyrazolo[4,3-c]pyridazine-3,6(2H,5H)-dione FC1=C(C=CC=C1)N1N=C2C(=CC1=O)NNC2=O